(S)-3-(amino(4-fluoro-bicyclo[2.2.1]hept-1-yl)methyl)-4,5-dichloro-2-fluorophenol N[C@H](C=1C(=C(C=C(C1Cl)Cl)O)F)C12CCC(CC1)(C2)F